FC(CCCCN1C[C@@H]([C@H]([C@@H]([C@H](C1)O)O)O)O)COCC=1N=C(SC1C)CCC (3S,4R,5R,6S)-1-{5-fluoro-6-[(5-methyl-2-propyl-1,3-thiazol-4-yl)methoxy]hexyl}-3,4,5,6-azepanetetrol